C(C)(C)(C)NC(=O)[C@]1(N(C2=CC=CC=C2C1=C)C(CC1=CC=C(C=C1)F)=O)C1=NC=CC=C1 |r| (±)-N-tert-butyl-1-(2-(4-fluorophenyl)acetyl)-3-methylene-2-(pyridin-2-yl)indoline-2-carboxamide